N1CC2(C=3C1=NC=C(C3)C3=CNC1=CC=C(C=C31)C=3OC=NN3)CC2 2-(3-(1',2'-dihydrospiro[cyclopropane-1,3'-pyrrolo[2,3-b]pyridin]-5'-yl)-1H-indol-5-yl)-1,3,4-oxadiazole